ClC1=CC=C(N=N1)C(C(=O)N)C1=C(C=CC=C1F)F 2-(6-chloropyridazin-3-yl)-2-(2,6-difluorophenyl)acetamide